FC=1C=C(C=C(C1C1(CCS(CC1)(=O)=O)F)F)C1=NO[C@H](C1)CNC(OC)=O Methyl N-[[(5R)-3-[3,5-difluoro-4-(4-fluoro-1,1-dioxo-thian-4-yl)phenyl]-4,5-dihydroisoxazol-5-yl]methyl]carbamate